C(C)(C)(C)OC(C1=CC(=C(C=C1)S(=O)CC(=O)OCC)Cl)=O tert-butyl-3-chloro-4-((2-ethyloxy-2-oxoethyl)sulfinyl)benzoate